tert-Butyl (5S)-3-(1-(2-((S)-((tert-butoxycarbonyl)amino)(4,4-difluorocyclohexyl)methyl)imidazo[1,2-b]pyridazin-7-yl)ethyl)-2-oxo-5-(trifluoromethyl)pyrrolidine-1-carboxylate C(C)(C)(C)OC(=O)N[C@H](C=1N=C2N(N=CC(=C2)C(C)C2C(N([C@@H](C2)C(F)(F)F)C(=O)OC(C)(C)C)=O)C1)C1CCC(CC1)(F)F